aniline benzenesulfonate C1(=CC=CC=C1)S(=O)(=O)O.NC1=CC=CC=C1